Cl.Cl.Cl.O1CCN(CC1)CCOC=1C=CC(=C(N)C1)N1CCCCC1 5-(2-morpholinoethoxy)-2-(piperidin-1-yl)aniline tri-hydrochloride